COC(C1=C(N=C(C(=C1)Cl)C1=C(C=CC=C1OC)F)NC=1C(=NC=CC1C)C(C)C)=O 5-chloro-6-(2-fluoro-6-methoxyphenyl)-2-((2-isopropyl-4-methylpyridin-3-yl)amino)nicotinic acid methyl ester